3,3'-dibromobipyridine BrC=1C(=NC=CC1)C1=NC=CC=C1Br